C(C)N(CCN(CCOC(OC(CCCC(=O)[O-])CCCCC)=O)CCOC(OC(CCCC(=O)[O-])CCCCC)=O)CC 11-(2-(diethylamino)ethyl)-7,15-dioxo-5,17-dipentyl-6,8,14,16-tetraoxa-11-azahenicosanedioate